N-[[5-(1H-pyrazol-3-ylmethoxy)-1-[4-(trifluoromethyl)phenyl]indazol-3-yl]methyl]methanesulfonamide N1N=C(C=C1)COC=1C=C2C(=NN(C2=CC1)C1=CC=C(C=C1)C(F)(F)F)CNS(=O)(=O)C